tert-Butyl N-[2-(5-fluoro-7-formyl-7,8-dihydro-6H-cyclopenta[e]benzotriazol-2-yl)ethyl]carbamate FC=1C2=C(C=3C(=NN(N3)CCNC(OC(C)(C)C)=O)C1)CC(C2)C=O